ClC1=C(C=C(N=N1)C(=O)C=1C=NC=CC1)C (6-Chloro-5-methylpyridazin-3-yl)(pyridin-3-yl)methanone